C(C)(C)(C)OC(=O)NC1=C(SC=C1Cl)C(=O)O 3-[(tert-butoxycarbonyl)amino]-4-chlorothiophene-2-carboxylic acid